2,3,4-trimethyl-1-cyclopentyl methacrylate C(C(=C)C)(=O)OC1C(C(C(C1)C)C)C